COC1=C(C=CC=C1)C(C=1C(=NC=CC1)O)C1=CC=C(C=C1)OC1=CC=CC=C1 3-((2-methoxyphenyl)(4-phenoxyphenyl)methyl)pyridin-2-ol